C1(=CC=CC2=NC=C3C=CC=CC3=C12)C1=CC=CC2=NC=C3C=CC=CC3=C12 phenanthridinyl-(PHENANTHRIDINE)